7-(6-(bis(4-methoxybenzyl)amino)-4-methyl-3-(trifluoromethyl)pyridin-2-yl)-6,8-difluoro-2-(((2R,7aS)-2-fluorotetrahydro-1H-pyrrolizin-7a(5H)-yl)methoxy)quinazolin-4-ol COC1=CC=C(CN(C2=CC(=C(C(=N2)C2=C(C=C3C(=NC(=NC3=C2F)OC[C@]23CCCN3C[C@@H](C2)F)O)F)C(F)(F)F)C)CC2=CC=C(C=C2)OC)C=C1